(1r,4S)-4-((tert-butoxycarbonyl)amino)cyclohexyl ((benzyloxy)carbonyl)-L-alaninate C(C1=CC=CC=C1)OC(=O)N[C@@H](C)C(=O)OC1CCC(CC1)NC(=O)OC(C)(C)C